OCC1=CC=C(C=C1)B1OC(C)(C)C(C)(C)O1 4-(hydroxymethyl)phenyl-boronic acid pinacol ester